BrC=1C=C(C(=NC1)[N+](=O)[O-])NCC(C(=O)OC)(C)O methyl 3-((5-bromo-2-nitropyridin-3-yl) amino)-2-hydroxy-2-methylpropionate